FC1(COC1)CNC(=O)C1=C(C2=C(CCC3=CN(N=C23)CC2=NC=CC=C2)O1)C N-[(3-fluorooxetan-3-yl)methyl]-8-methyl-2-(pyridin-2-ylmethyl)-4,5-dihydro-2H-furo[2,3-g]indazole-7-carboxamide